C(#N)C=1C=C(C=CC1)N1N=CC(=C1)C(C(=O)O)C 2-[1-(3-cyanophenyl)pyrazol-4-yl]propanoic acid